N-(5-(6-(1-hydroxybutyl)-4-methylpyridin-3-yl)thiazolo[4,5-e][1,2,4]triazolo[1,5-a]pyridin-2-yl)cyclopropanecarboxamide OC(CCC)C1=CC(=C(C=N1)C=1C=2N(C3=C(C1)N=C(S3)NC(=O)C3CC3)N=CN2)C